FC1=C(C=CC(=C1)I)N (2-fluoro-4-iodophenyl)ammonia